N=1C=CN2C1C(=CC=C2)CN2CCC1(CC2)COC2=C3CN(C(C3=CC=C21)=O)C2C(NC(CC2)=O)=O 3-(1'-(imidazo[1,2-a]pyridin-8-ylmethyl)-6-oxo-6,8-dihydro-2H,7H-spiro[furo[2,3-e]isoindole-3,4'-piperidin]-7-yl)piperidine-2,6-dione